FC=1C=CC2=C(OCCCN2C(CNC(OC(C)(C)C)=O)=O)C1 tert-butyl (2-(8-fluoro-3,4-dihydrobenzo[b][1,4]oxazepin-5(2H)-yl)-2-oxoethyl)carbamate